1-[(6-Chloropyridin-3-yl)methyl]-4-oxo-3-phenyl-4H-pyrido[1,2-a]pyrimidin-1-ium-2-olat ClC1=CC=C(C=N1)C[N+]1=C2N(C(C(=C1[O-])C1=CC=CC=C1)=O)C=CC=C2